ClC=1C=C(C=CC1F)NC1=NC=NC2=CC(=C(C=C12)NC(C=C)=O)OCCCN1CCN(CC1)C(CCCNC1=C2C(N(C(C2=CC=C1)=O)C1C(NC(CC1)=O)=O)=O)=O N-(4-((3-chloro-4-fluorophenyl)amino)-7-(3-(4-(4-((2-(2,6-dioxopiperidin-3-yl)-1,3-dioxoisoindolin-4-yl)amino)butanoyl)piperazin-1-yl)propoxy)quinazolin-6-yl)acrylamide